FC(=C)C1=CC=C(C=C1)C 1-(1-fluorovinyl)-4-methylbenzene